ClC1=C(C=C(C=C1)F)C1C=2N(CC(N1)=O)C(=NC2NC(=O)C2=NSC1=C2C=C(C=C1F)F)C(NC)=O N-(8-(2-chloro-5-fluorophenyl)-3-(methylcarbamoyl)-6-oxo-5,6,7,8-tetrahydroimidazo[1,5-a]pyrazin-1-yl)-5,7-difluorobenzo[d]isothiazole-3-carboxamide